4-(4-cyano-2-methoxyphenyl)-5-ethoxy-2,8-dimethyl-N-(2-oxoethyl)-1,4-dihydro-1,6-naphthyridine-3-formamide C(#N)C1=CC(=C(C=C1)C1C(=C(NC2=C(C=NC(=C12)OCC)C)C)C(=O)NCC=O)OC